C(C)(C)(C)OC(=O)N1C=NC2=C1C=CC=C2 N-(t-butoxycarbonyl)benzimidazole